2-(3-(5-(trifluoromethyl)pyrimidin-2-yl)-3,6-diazabicyclo[3.1.1]heptan-6-yl)ethyl acetate C(C)(=O)OCCN1C2CN(CC1C2)C2=NC=C(C=N2)C(F)(F)F